tert-butyl-4-(3-(2-fluoro-5-(5-(3-(2-methoxy-2-oxoethoxy)propoxy)pentyloxy)benzylcarbamoyl)phenylamino)-4-(5-(pyridin-4-yl)-4H-1,2,4-triazol-3-yl)piperidine-1-carboxylate C(C)(C)(C)OC(=O)N1CCC(CC1)(C1=NN=C(N1)C1=CC=NC=C1)NC1=CC(=CC=C1)C(NCC1=C(C=CC(=C1)OCCCCCOCCCOCC(=O)OC)F)=O